OCC=1C(=NC=CN1)C(=O)NC=1C=NN(C1)[C@@H](C)C=1C=NC(=C(C1)C)N1C([C@@H]2C[C@@H]2C1)=O 3-(hydroxymethyl)-N-(1-((S)-1-(5-methyl-6-((1R,5S)-2-oxo-3-azabicyclo[3.1.0]hexan-3-yl)pyridin-3-yl)ethyl)-1H-pyrazol-4-yl)pyrazine-2-carboxamide